N[C@@H](CCCNC(N)=N)C(=O)[La] argininyl-lanthanum